Cl.NC aminomethane hydrochloride